COC1=CC(=NC=C1)C=1N=C(C2=C(N1)CCC2)N(CC(=O)N)C 2-{[2-(4-methoxypyridin-2-yl)-5H,6H,7H-cyclopenta[d]pyrimidin-4-yl](methyl)amino}acetamide